C(C)C1=CC(=NC=2C=CC3=C(C12)C=CC=C3)C(C(F)(F)F)=O 1-ethyl-3-(2,2,2-trifluoroethan-1-one-1-yl)benzo[f]quinoline